(E)-N-(2-aminoethyl)-3-(pyridin-3-yl)acrylamide NCCNC(\C=C\C=1C=NC=CC1)=O